C(C)(=O)O.C(C)(=O)O.C(C)(=O)O.C(C1=CC(O)=C(O)C(O)=C1)(=O)O Gallic acid triacetate